methyl (Z)-4-(2-bromo-1-fluorovinyl)-2-methoxybenzoate Br\C=C(/F)\C1=CC(=C(C(=O)OC)C=C1)OC